(4-hydroxy-3-(trifluoromethyl)phenyl)boronic acid OC1=C(C=C(C=C1)B(O)O)C(F)(F)F